N-[2-(4-{[(3R)-1-methylpiperidin-3-yl]amino}phthalazin-1-yl)-5-(trifluoromethyl)phenyl]methanesulfonamide formate salt C(=O)O.CN1C[C@@H](CCC1)NC1=NN=C(C2=CC=CC=C12)C1=C(C=C(C=C1)C(F)(F)F)NS(=O)(=O)C